(Z)-6-hydroxy-3-(4-methoxyphenyl)-6-phenyl-8-(triisopropylsilyl)octane-2-ene-4,7-diyne-1-aldehyde OC(C#C\C(=C/C=O)\C1=CC=C(C=C1)OC)(C#C[Si](C(C)C)(C(C)C)C(C)C)C1=CC=CC=C1